4-(6-amino-2-chloro-9H-purin-9-yl)cyclohexanecarboxylic acid NC1=C2N=CN(C2=NC(=N1)Cl)C1CCC(CC1)C(=O)O